1-(1-Methyl-5-(piperidin-4-yl)-1H-indazol-3-yl)dihydropyrimidine-2,4(1H,3H)-dione TFA salt OC(=O)C(F)(F)F.CN1N=C(C2=CC(=CC=C12)C1CCNCC1)N1C(NC(CC1)=O)=O